2-(2-fluoro-6-(piperidin-1-yl)pyridin-3-yl)-5-(2-fluoropyridin-4-yl)-6,7-dihydrothiazolo[5,4-c]pyridin-4(5H)-one FC1=NC(=CC=C1C=1SC=2C(N(CCC2N1)C1=CC(=NC=C1)F)=O)N1CCCCC1